O=C1NC(CCC1N1C(C2=CC=CC(=C2C1=O)NCCOCCOCCOC1=C(C=CC=C1)S(=O)(=O)NC(NC1=C2CCCC2=CC=2CCCC12)=O)=O)=O 2-(2-(2-((2-(2,6-dioxopiperidin-3-yl)-1,3-dioxoisoindolin-4-yl)amino)ethoxy)ethoxyethoxy)-N-((1,2,3,5,6,7-hexahydro-s-indacen-4-yl)carbamoyl)benzenesulfonamide